5-((4-((tert-butyldimethylsilyl)oxy)bicyclo(2.2.2)octan-1-yl)methoxy)-1,3,4-thiadiazol-2-amine [Si](C)(C)(C(C)(C)C)OC12CCC(CC1)(CC2)COC2=NN=C(S2)N